3-(4-(6-(benzyloxy)hexyloxy)-5-chloro-6-oxopyridazin-1(6H)-yl)piperidine-2,6-dione C(C1=CC=CC=C1)OCCCCCCOC=1C=NN(C(C1Cl)=O)C1C(NC(CC1)=O)=O